(2R,3S)-3-((6-fluoro-2-(2-methoxy-7-methylquinoxalin-5-yl)thiazolo[5,4-b]pyridin-5-yl) oxy)butan-2-yl (6-(((S)-2-hydroxypropyl)carbamoyl)pyridin-3-yl)carbamate O[C@H](CNC(=O)C1=CC=C(C=N1)NC(O[C@H](C)[C@H](C)OC1=C(C=C2C(=N1)SC(=N2)C2=C1N=CC(=NC1=CC(=C2)C)OC)F)=O)C